NCCNCCC[SiH2]C(OC)OC gamma-(beta-aminoethyl)aminopropyldimethoxymethylsilane